CC1(NC(CC(C1)C(C(O)(O)C1CC(NC(C1)(C)C)(C)C)CCCCCCCC)(C)C)C bis(2,2,6,6-tetramethyl-4-piperidyl)decanediol